3-[(3R,4R)-4-methyl-3-[methyl-(7H-pyrrolo[2,3-d]pyrimidin-4-yl)amino]piperidin-1-yl]-3-oxopropionitrile citrate C(CC(O)(C(=O)O)CC(=O)O)(=O)O.C[C@H]1[C@H](CN(CC1)C(CC#N)=O)N(C=1C2=C(N=CN1)NC=C2)C